NCC1(CCCC(C1)(C)C)C 3-aminomethyl-3,5,5-trimethyl-cyclohexane